2-(6-(((1r,3r,5s)-1,5-dimethyl-8-azabicyclo[3.2.1]oct-3-yl)oxy)pyridazin-3-yl)-5-(1H-pyrazol-4-yl)phenol C[C@]12CC(C[C@](CC1)(N2)C)OC2=CC=C(N=N2)C2=C(C=C(C=C2)C=2C=NNC2)O